tert-butyl-4-[[1-[1-(2,6-dioxo-3-piperidyl)-3-methyl-2-oxo-benzimidazol-4-yl]-4-piperidyl]methyl]piperidine-1-carboxylate C(C)(C)(C)OC(=O)N1CCC(CC1)CC1CCN(CC1)C1=CC=CC=2N(C(N(C21)C)=O)C2C(NC(CC2)=O)=O